[Ca+2].CC1C(C(CC=C1)C(=O)[O-])C(=O)[O-] 3-methyl-4-cyclohexene-1,2-dicarboxylic acid calcium salt